N-(5-(2-chlorophenyl)-1,3,4-thiadiazol-2-yl)-1H-tetrazole ClC1=C(C=CC=C1)C1=NN=C(S1)N1N=NN=C1